6-(2,6-difluoro-3,5-dimethoxyphenyl)-1-(tetrahydro-2H-pyran-2-yl)-4,5,6,7-tetrahydro-1H-indazole FC1=C(C(=C(C=C1OC)OC)F)C1CCC=2C=NN(C2C1)C1OCCCC1